CC([C@@H](C(=O)N1[C@@H](C[C@H](C1)O)C(=O)NC)N1N=NC(=C1)C=1C=C2C=CC(=NC2=CC1)C)(C)C (2S,4r)-1-[(2S)-3,3-dimethyl-2-[4-(2-methyl-6-quinolinyl)triazol-1-yl]butyryl]-4-hydroxy-N-methyl-pyrrolidine-2-carboxamide